C(C)(SC1CCN(CC1)C=1C2=C(N=C(N1)OCC13CCCN3CCC1)C(=C(N=C2)C2=CC=CC1=CC=C(C(=C21)C#C[Si](C(C)C)(C(C)C)C(C)C)F)F)=O S-(1-(8-fluoro-7-(7-fluoro-8-((triisopropylsilyl)ethynyl)naphthalen-1-yl)-2-((tetrahydro-1H-pyrrolizin-7a(5H)-yl)methoxy)pyrido[4,3-d]pyrimidin-4-yl)piperidin-4-yl) ethanethioate